Benzyl (3E)-4-[1-(2,6-dioxopiperidin-3-yl)-3-methyl-2-oxo-1,3-benzodiazol-4-yl]but-3-enoate O=C1NC(CCC1N1C(N(C2=C1C=CC=C2/C=C/CC(=O)OCC2=CC=CC=C2)C)=O)=O